N1=CC2(C3=CC=CC=C13)CCCCCC2 spiro[cycloheptane-1,3'-indole]